1-cyclopropyl-6-fluoro-7-(4-(3-(methoxymethyl)benzyl)piperazin-1-yl)-4-oxo-1,4-dihydroquinoline-3-carboxylic acid C1(CC1)N1C=C(C(C2=CC(=C(C=C12)N1CCN(CC1)CC1=CC(=CC=C1)COC)F)=O)C(=O)O